BrC=C1CCN(CC1)C(=O)OC(C)(C)C tert-butyl 4-(bromomethylidene)piperidine-1-carboxylate